FC1(CCC(CC1)CN1N=C(CC1=O)CN(C(OC(C)(C)C)=O)C)F tert-Butyl ({1-[(4,4-difluorocyclohexyl)methyl]-5-oxo-4,5-dihydro-1H-pyrazol-3-yl}methyl)methylcarbamate